N-((2-(4-(7-chloro-1-methyl-2,3-dioxo-2,3-dihydropyrido[2,3-b]pyrazin-4(1H)-yl)piperidin-1-yl)pyrimidin-5-yl)methyl)-N-(2-(piperidin-1-yl)ethyl)acetamide ClC1=CC2=C(N(C(C(N2C)=O)=O)C2CCN(CC2)C2=NC=C(C=N2)CN(C(C)=O)CCN2CCCCC2)N=C1